Tert-nonyl mercaptan CCCCCCC(C)(C)S